C(CCCCCCCCCCCCCC)[Mg]I pentadecyl-magnesium iodide